[Na+].C(#N)C(C(=O)[NH-])=NO 2-cyano-2-oximinoacetamide sodium salt